NC1=C(C=C(C=N1)C=1N=C(N(C1)C12CC(C1)(C2)N2CCC(CC2)(F)F)C(C(F)(F)F)O)C(F)(F)F 1-(4-(6-amino-5-(trifluoromethyl)pyridin-3-yl)-1-(3-(4,4-difluoropiperidin-1-yl)bicyclo[1.1.1]Pentane-1-yl)-1H-imidazol-2-yl)-2,2,2-trifluoroethanol